tert-butyl N-methyl-N-[1-(3-nitrophenyl)-4-piperidyl]carbamate CN(C(OC(C)(C)C)=O)C1CCN(CC1)C1=CC(=CC=C1)[N+](=O)[O-]